P(=O)(OC1=C(C(=CC=C1)C)C)(OC1=C(C(=CC=C1)C)C)OC1=C(C(=CC=C1)C)C tri-(dimethylphenyl) phosphate